ClC=1C=CC2=C(C(=NCCN2C)C2=C(C=CC(=C2)OC)F)C1 7-chloro-5-(2-fluoro-5-methoxy-phenyl)-1-methyl-3H-1,4-benzodiazepine